2-[1-(4-fluorobutyl)-1H-indazole-3-carboxamido]-3,3-dimethylbutyrate FCCCCN1N=C(C2=CC=CC=C12)C(=O)NC(C(=O)[O-])C(C)(C)C